[3-ethyl-7-methoxy-6-(1H-1,2,3,4-tetrazol-5-yl)imidazo[1,2-a]pyridin-2-yl](phenyl)(pyridin-2-yl)methanol C(C)C1=C(N=C2N1C=C(C(=C2)OC)C2=NN=NN2)C(O)(C2=NC=CC=C2)C2=CC=CC=C2